C(C)C1NS(N(C=C1C(=O)OCC)CC=1OC=CC1)(=O)=O Ethyl 3-ethyl-6-(furan-2-ylmethyl)-3,6-dihydro-2H-1,2,6-thiadiazine-4-carboxylate 1,1-dioxide